IC1=C(C=C2C(=CNC2=C1)\C=C\[N+](=O)[O-])OC (E)-6-iodo-5-methoxy-3-(2-nitrovinyl)-1H-indole